C1(=CC=C(C=C1)C1=CC(=NC(=C1)C1=CC=C(C(=O)O)C=C1)C1=CC=C(C(=O)O)C=C1)C1=CC(=NC(=C1)C1=CC=C(C(=O)O)C=C1)C1=CC=C(C(=O)O)C=C1 4,4',4'',4'''-(1,4-phenylenebis(pyridine-4,2,6-triyl))tetrabenzoic acid